C1(=CC=CC=C1)P(C1=CC=CC=C1)CC1(C(=CC=CC1)C1=CC=CC=C1)CP(C1=CC=CC=C1)C1=CC=CC=C1 2,2-Bis(diphenylphosphinomethyl)biphenyl